C(C)(C)(C)OC(=O)N[C@H](COCCC(=O)OCC1=CC=CC=C1)C (S)-benzyl 3-(2-((tert-butoxycarbonyl)amino)propoxy)propionate